NC=1N=C(C=2C(N1)=CN(N2)CC2=C(C=C(C=C2)N2CCN(CC2)C(CCCCNC(OC(C)(C)C)=O)=O)OC)NCCCC tert-butyl (5-(4-(4-((5-amino-7-(butylamino)-2H-pyrazolo[4,3-d]pyrimidin-2-yl)methyl)-3-methoxyphenyl)piperazin-1-yl)-5-oxopentyl)carbamate